Benzyloxylcyclobutan-1-ol C(C1=CC=CC=C1)OC1(CCC1)O